5-methyl-2-phenylimidazole CC1=CN=C(N1)C1=CC=CC=C1